methyl N-[5-[6-[methyl(p-tolyl)carbamoyl]imidazo[1,2-a]pyridin-3-yl]-2-pyridyl]carbamate CN(C(=O)C=1C=CC=2N(C1)C(=CN2)C=2C=CC(=NC2)NC(OC)=O)C2=CC=C(C=C2)C